Ethyl-2-methoxybenzoic acid C(C)C=1C(=C(C(=O)O)C=CC1)OC